(S)-5-methoxy-3,4-dihydro-2H-pyrrole-2-carboxylic acid methyl ester COC(=O)[C@H]1N=C(CC1)OC